valerylbenzoic acid C(CCCC)(=O)C1=C(C(=O)O)C=CC=C1